CC1=C(C(=O)N[C@H](C)C2=CC(=NC3=CC=CC=C23)C=2C=NN(C2)C)C=CC(=C1)CNCC=1N=CSC1 (R)-2-methyl-N-(1-(2-(1-methyl-1H-pyrazol-4-yl)quinolin-4-yl)ethyl)-4-(((thiazol-4-ylmethyl)amino)methyl)benzamide